ClC1=NC=C(C(=C1F)C=1N=C(C=2N(C1)N=CN2)OCCOCC[C@H](CCC(F)(F)F)N[S@@](=O)C(C)(C)C)OC (S)-N-((S)-1-(2-((6-(2-chloro-3-fluoro-5-methoxypyridin-4-yl)-[1,2,4]triazolo[1,5-a]pyrazin-8-yl)oxy)ethoxy)-6,6,6-trifluorohexan-3-yl)-2-methylpropane-2-sulfinamide